OCC1=CC(=C(C=C1C)NC(=O)[C@H](C)NC(=O)[C@H](C(C)C)NC(CCCCC)=O)C N-[(1S)-1-{[(1S)-1-{[4-(hydroxymethyl)-2,5-dimethylphenyl]carbamoyl}ethyl]carbamoyl}-2-methylpropyl]hexanamide